C(CNCC1=NC2=C(C=CC=C2C=C1)O)NCC1=NC2=C(C=CC=C2C=C1)O 2,2'-((ethane-1,2-diylbis(azanediyl))bis(methylene))bis(quinolin-8-ol)